C(C1=CC=CC=C1)OC1=CC=C(C=C1)C[C@H](C(=O)O)NC([C@H](C)O)=O (R)-3-(4-(benzyloxy)phenyl)-2-((S)-2-hydroxypropionamido)propanoic acid